C1(CCCCC1)C1=CC=C(C=C1)C=1NC=2N(C(C1)=O)N=CC2C(=O)N2CC(C2)C#N 1-(5-(4-cyclohexylphenyl)-7-oxo-4,7-dihydropyrazolo[1,5-a]pyrimidine-3-carbonyl)azetidine-3-carbonitrile